BrC1=C(C=C(C(=O)N2CC=3N(CC2)C(N(C3C(=O)N[C@@H](C)C3=CC=CC=C3)C3=CC=C(C=C3)OC(C)C)=O)C=C1)Cl |r| 7-(4-bromo-3-chloro-benzoyl)-2-(4-isopropoxyphenyl)-3-oxo-N-[rac-(1S)-1-phenylethyl]-6,8-dihydro-5H-imidazo[1,5-a]pyrazine-1-carboxamide